OCC1=CC=C(C=C1)C1CC2(CC(C2)C#N)CCN1CC1=C2C=CNC2=C(C=C1OC)C 6-(4-(hydroxymethyl)phenyl)-7-((5-methoxy-7-methyl-1H-indol-4-yl)methyl)-7-azaspiro[3.5]nonane-2-carbonitrile